C(C)N1CCC2(CC2C(=O)N[C@@H](CCCCCC(CC)=O)C=2N=C(NC2C=2C=NN(C2)CCC)C2=CC=C(C=C2)F)CC1 6-ethyl-N-((S)-1-(2-(4-fluorophenyl)-5-(1-propyl-1H-pyrazol-4-yl)-1H-imidazol-4-yl)-7-oxononyl)-6-azaspiro[2.5]octane-1-carboxamide